(NE)-2-bromo-4-chloro-N-(dimethylaminomethylene)benzamide BrC1=C(C(=O)/N=C/N(C)C)C=CC(=C1)Cl